IC1=CC=C(C2=C1C=1C=CC3=C(C=CC=4C5=C(C=C(C6=CC=C2C(C1C34)=C65)I)C6=CC=CC=C6)C6=CC=CC=C6)C6=CC=CC=C6 1,7-diiodo-4,9,12-triphenylnaphtho[1,2,3,4-ghi]perylene